NC1=NC=CC=C1C1=NC=2C(=NC(=CC2)C2=CC=CC=C2)N1C1=CC=C(CN2[C@@H]3CN([C@H](C2)C3)C3=NC(=NC=N3)C#N)C=C1 4-((1S,4S)-5-(4-(2-(2-Aminopyridin-3-yl)-5-phenyl-3H-imidazo[4,5-b]pyridin-3-yl)benzyl)-2,5-diazabicyclo[2.2.1]heptan-2-yl)-1,3,5-triazine-2-carbonitrile